C(C)OC(CN1N=C2C=C(C=C(C2=C1)F)I)=O 2-(4-fluoro-6-iodo-2H-indazol-2-yl)acetic acid ethyl ester